FC(OC=1C=C(NC2=NC=C(C=N2)C2=CN=CC(=N2)N[C@@H]2CN(CC2)C(C=C)=O)C=CC1)F 1-[(3S)-3-[[6-[2-[3-(difluoromethoxy)anilino]pyrimidin-5-yl]pyrazin-2-yl]amino]pyrrolidin-1-yl]prop-2-en-1-one